3,5-diamino-4-methylbenzenesulfonic acid NC=1C=C(C=C(C1C)N)S(=O)(=O)O